(2S,3R)-3-HYDROXYPIPERIDINE O[C@H]1CNCCC1